FC=1C(=NC(=NC1)NC1=CC(=C(C=C1)N1CCN(CC1)C)F)C=1C=NN(C1)C1CCN(CC1)CCC 5-fluoro-N-(3-fluoro-4-(4-methylpiperazin-1-yl)phenyl)-4-(1-(1-propylpiperidin-4-yl)-1H-pyrazol-4-yl)pyrimidin-2-amine